1-[(4aS,8aR)-4-[6-chloro-4-(difluoromethyl)pyridazin-3-yl]-3,4a,5,7,8,8a-hexahydro-2H-pyrido[4,3-b][1,4]oxazin-6-yl]ethanone ClC1=CC(=C(N=N1)N1[C@@H]2[C@H](OCC1)CCN(C2)C(C)=O)C(F)F